ethyl 2-[(6R)-6-fluoro-3-thioxo-2,5,6,7-tetrahydropyrrolo[1,2-c]imidazol-1-yl]acetate F[C@@H]1CC=2N(C(NC2CC(=O)OCC)=S)C1